2-methoxyeugenol COC1(C(C=C(C=C1)CC=C)OC)O